(E)-3-ethoxy-4-((4-(naphthalen-2-yl)pent-3-en-1-yl)oxy)benzaldehyde C(C)OC=1C=C(C=O)C=CC1OCC\C=C(/C)\C1=CC2=CC=CC=C2C=C1